2-(4-((2-acetamidothiazol-5-yl)methyl)piperazin-1-yl)-N-(naphthalen-1-yl)acetamide C(C)(=O)NC=1SC(=CN1)CN1CCN(CC1)CC(=O)NC1=CC=CC2=CC=CC=C12